3-(1-Cyclobutylethyl)-1-{[2-(trimethylsilyl)ethoxy]Methyl}-1H-pyrazole-5-carboxylic acid C1(CCC1)C(C)C1=NN(C(=C1)C(=O)O)COCC[Si](C)(C)C